2-chloro-4-(pentyloxy)benzoic acid ClC1=C(C(=O)O)C=CC(=C1)OCCCCC